tert-butyl 5-((4-(2,6-dimethylmorpholino)-2-methylphenyl) amino)-1H-indazole-1-carboxylate CC1OC(CN(C1)C1=CC(=C(C=C1)NC=1C=C2C=NN(C2=CC1)C(=O)OC(C)(C)C)C)C